O1CC(C1)CNCC(=O)O 2-(oxetan-3-ylmethylamino)-acetic acid